4-(4-(((((S)-1-isopropoxy-1-oxopropan-2-yl)amino)(phenoxy)phosphoryl)methoxy)-2,6-dimethylbenzyl)-2-isopropylphenyl pentadecanoate C(CCCCCCCCCCCCCC)(=O)OC1=C(C=C(C=C1)CC1=C(C=C(C=C1C)OCP(=O)(OC1=CC=CC=C1)N[C@H](C(=O)OC(C)C)C)C)C(C)C